1-(8-bromopyrido[2,3-e][1,2,4]triazolo[4,3-a]pyrazin-4-yl)-N-methylazetidin-3-amine methyl-sulfate salt COS(=O)(=O)O.BrC1=CC2=C(N=C(C=3N2C=NN3)N3CC(C3)NC)N=C1